C1(CC1)C1=CC=C(C(=N1)F)C(C)N1C[C@@H](N(C[C@H]1CC)C=1C=2C(N(C(C1)=O)C)=CN(N2)CC#N)CC 2-(7-((2S,5R)-4-(1-(6-cyclopropyl-2-fluoropyridin-3-yl)ethyl)-2,5-diethylpiperazin-1-yl)-4-methyl-5-oxo-4,5-dihydro-2H-pyrazolo[4,3-b]pyridin-2-yl)acetonitrile